benzyl (1R,2S,5S)-2-((N,N-dimethylsulfamoyl) carbamoyl)-3-(2,2-diphenylacetyl)-3,8-diazabicyclo[3.2.1]octane-8-carboxylate CN(S(=O)(=O)NC(=O)[C@@H]1[C@H]2CC[C@@H](CN1C(C(C1=CC=CC=C1)C1=CC=CC=C1)=O)N2C(=O)OCC2=CC=CC=C2)C